2-hydroxylpropyl methacrylate C(C(=C)C)(=O)OCC(C)O